NC=1N=NC(=CC1C=1C=NN(C1)C1CCC(CC1)N1CCC(CC1)C1=CC=CC=2N(CCOC21)C2C(NC(CC2)=O)=O)C2=C(C=CC=C2)O 3-[8-[1-[4-[4-[3-amino-6-(2-hydroxyphenyl)pyridazin-4-yl]pyrazol-1-yl]cyclohexyl]-4-piperidyl]-2,3-dihydro-1,4-benzoxazin-4-yl]piperidine-2,6-dione